tert-butyl (S)-4-(5-(7-ethoxy-2-methylimidazo[1,2-a]pyrimidine-6-carboxamido)pyrazin-2-yl)-2-methylpiperazine-1-carboxylate C(C)OC1=NC=2N(C=C1C(=O)NC=1N=CC(=NC1)N1C[C@@H](N(CC1)C(=O)OC(C)(C)C)C)C=C(N2)C